4-((dimethylamino)methyl)-1H-1,2,3-triazol CN(C)CC=1N=NNC1